N(=[N+]=[N-])[C@@]1(O)[C@@H]([C@@H](OC(C)=O)[C@H](OC(C)=O)[C@H](O1)COC(C)=O)NC(C)=O 1-azido-2-acetamido-3,4,6-tri-O-acetyl-2-deoxy-alpha-D-glucopyranose